C(C)(C)(C)C(C(=O)O)N1C=NC2=CC(=CC=C2C1=O)S(=O)(=O)N1CCC(CC1)C1=CC=C(C=C1)OCCOCCOCCOS(=O)(=O)C1=CC=C(C)C=C1.C(C)(C)(C)OC(=O)N([C@@H](CCC(N)=O)C(=O)O)C(=O)OC(C)(C)C tert-butyloxycarbonyl-(BOC)L-glutamine tert-butyl-2-(4-oxo-7-((4-(4-(2-(2-(2-(tosyloxy)ethoxy)ethoxy)ethoxy)phenyl)piperidin-1-yl)sulfonyl)quinazolin-3(4H)-yl)acetate